CN(CCN)C [2-(dimethylamino)ethyl]Amine